tert-butyl (S)-3-(4-(1-(3-((tert-butoxycarbonyl)amino)propyl)-1H-imidazol-4-yl)phenoxy)-2-((1,3-dioxoisoindolin-2-yl)oxy)propanoate C(C)(C)(C)OC(=O)NCCCN1C=NC(=C1)C1=CC=C(OC[C@@H](C(=O)OC(C)(C)C)ON2C(C3=CC=CC=C3C2=O)=O)C=C1